FC1=C(COC=2C=CC=C3C=C(NC23)CN2C(C(=CC=C2)NC([C@H](CC/C=C/C(=O)N(C)C)NC(CC(F)(F)F)=O)=O)=O)C=CC(=C1)F (S,E)-N7-(1-((7-((2,4-Difluorobenzyl)oxy)-1H-indol-2-yl)methyl)-2-oxo-1,2-dihydropyridin-3-yl)-N1,N1-dimethyl-6-(3,3,3-trifluoropropanamido)hept-2-endiamid